NC1=NC=CC(=C1)C[C@@H]1[C@H](N(C1=O)C(=O)N[C@H](CC)C1=C(C(=C(C=C1)C)F)F)C(=O)N(C)C1=CC=NN1C (2S,3R)-3-((2-aminopyridin-4-yl)methyl)-N2-(1-methyl-1H-pyrazol-5-yl)-N1-((R)-1-(2,3-difluoro-4-methylphenyl)propyl)-N2-methyl-4-oxoazetidine-1,2-dicarboxamide